6-[(2-hydroxyethyl)(butan-2-yl)amino]hexan-1-ol OCCN(CCCCCCO)C(C)CC